N-(2,3-dihydro-4H-benzo[b][1,4]oxazin-4-yl)-3-isopropyl-1-methyl-7-(2,3,5-trifluoro-phenyl)-1H-indole-2-carboxamide O1C2=C(N(CC1)NC(=O)C=1N(C3=C(C=CC=C3C1C(C)C)C1=C(C(=CC(=C1)F)F)F)C)C=CC=C2